(S)-2,2-difluoro-1-(2-fluoro-4-(trifluoromethyl)phenyl)ethan-1-amine hydrochloride Cl.FC([C@@H](N)C1=C(C=C(C=C1)C(F)(F)F)F)F